Methyl 4-amino-3-chloro-6-(2,3-difluoro-4-(trimethylsilyl) phenyl)-5-fluoro-pyridine-2-carboxylate NC1=C(C(=NC(=C1F)C1=C(C(=C(C=C1)[Si](C)(C)C)F)F)C(=O)OC)Cl